5-(2-chloro-3-fluorophenyl)-7-methyl-3-(methylamino)-4H-benzo[e][1,2,4]thiadiazine 1,1-dioxide ClC1=C(C=CC=C1F)C1=CC(=CC2=C1NC(=NS2(=O)=O)NC)C